[Cl-].ClC[N+](C)(C)CC(C)O (-)-chloro-2-hydroxypropyl-trimethylammonium chloride